6-(4-((1-(2-(N-methylmethylsulfonamido)benzoyl)indolin-5-yl)sulfonyl)piperazin-1-yl)-2-oxo-1,2-dihydropyridine-4-carboxamide CN(S(=O)(=O)C)C1=C(C(=O)N2CCC3=CC(=CC=C23)S(=O)(=O)N2CCN(CC2)C2=CC(=CC(N2)=O)C(=O)N)C=CC=C1